N[C@@H]1C[C@H](CC1)NC1=CC=C(C=N1)N1N=CC=CC1=O 2-(6-(((1S,3S)-3-aminocyclopentyl)amino)pyridin-3-yl)pyridazin-3(2H)-one